4-hydroxy-beta-carboline OC1=CN=CC=2NC3=CC=CC=C3C12